methylcyclohexaneN CC1=CCCCC1